CCCCCCCCCCCCCCCC(=O)OCC(COC(=O)CCCCCCCCCCCCCCC)OC(=O)CCCCCCCCCCCCCCC triglyceryl palmitate